C(C)(C)(C)OC(=O)N1CC(CC1)CCOC1=CC(=C(C=C1)C)CN.O1C(CC1)N1N=CC(=C1)C1=CC=CC=N1 6-[1-(oxetan-2-yl)pyrazol-4-yl]pyridin tert-butyl-3-(2-(3-(aminomethyl)-4-methylphenoxy)ethyl)pyrrolidine-1-carboxylate